C(C1=CC=CC=C1)N1CCOC2(C1)C=C(C(C(C2)(C)C)=O)C#N 4-benzyl-10,10-dimethyl-9-oxo-1-oxa-4-azaspiro[5.5]Undec-7-ene-8-formonitrile